C1CCCC=2OC3=CC=CC=C3C(C12)=O 1,2,3,4-tetrahydro-9H-xanthen-9-one